2-((t-butoxycarbonyl)amino)-2-(2,4-dimethylcyclohexyl)acetic acid C(C)(C)(C)OC(=O)NC(C(=O)O)C1C(CC(CC1)C)C